(2S,3R,4R)-1-acetyl-N-(2-hydroxyethyl)-2,3-dimethyl-4-((4-methylpyrimidin-2-yl)amino)-1,2,3,4-tetrahydroquinoline-6-carboxamide C(C)(=O)N1[C@H]([C@@H]([C@H](C2=CC(=CC=C12)C(=O)NCCO)NC1=NC=CC(=N1)C)C)C